C1(=CC=CC=C1)N1N=C(C=C1)O 1-phenyl-1H-pyrazol-3-ol